FC=1C=CC(=C(C1)C=1C=C2CN(CC2=CC1)C(CN1N=C(N=C1)C#N)=O)OC 1-(2-(5-(5-fluoro-2-methoxyphenyl)isoindolin-2-yl)-2-oxoethyl)-1H-1,2,4-triazole-3-carbonitrile